O=C1OCC2=CC3=C(OC[C@H]4N3CCN(C4)C(=O)OC(C)(C)C)C=C12 tert-butyl (S)-8-oxo-1,2,4a,5,8,10-hexahydroisobenzofuro[5,6-b]pyrazino[1,2-d][1,4]oxazine-3(4H)-carboxylate